ClC1=CC(=C(COC2=CC=CC(=N2)C2=CC(=C(CC3=NC4=C(N3CC=3OC=CC3)C=CC=C4)C=C2)F)C=C1)F 2-(4-(6-(4-Chloro-2-fluorobenzyloxy)pyridin-2-yl)-2-fluorobenzyl)-1-(furan-2-ylmethyl)-1H-benzo[d]imidazol